CC(C[C@@H](C(=O)OC)NC(=O)C=1C(N(C=CC1)C)=O)C methyl (2S)-4-methyl-2-[(1-methyl-2-oxo-1,2-dihydropyridin-3-yl)formamido]pentanoate